N4,N7-Bis(4-methoxyphenyl)chinolin-4,7-diamin COC1=CC=C(C=C1)NC1=CC=NC2=CC(=CC=C12)NC1=CC=C(C=C1)OC